C(C)OCC(=O)O 2-[ethoxy]acetic acid